COC(=O)C1=CN(C=C1)C\C(=C\F)\CN.FC(C(F)F)(OC(F)(F)F)F 1,1,2,2-tetrafluoro-1-(trifluoromethoxy)ethane methyl-(E)-1-(2-aminomethyl-3-fluoroallyl)-1H-pyrrole-3-carboxylate